N-(bis(4-(tributylsilyl)phenyl)phosphaneyl)-N-(3-methylbutan-2-yl)-1,1-bis(4-(tributylsilyl)phenyl)phosphanamine C(CCC)[Si](C1=CC=C(C=C1)P(N(P(C1=CC=C(C=C1)[Si](CCCC)(CCCC)CCCC)C1=CC=C(C=C1)[Si](CCCC)(CCCC)CCCC)C(C)C(C)C)C1=CC=C(C=C1)[Si](CCCC)(CCCC)CCCC)(CCCC)CCCC